FC=1C=C2[C@]3(C(NC2=CC1)=O)[C@@H](C3)C3=CC=C1C(=NNC1=C3)NC3=NC(=NC=C3OC)C (1r,2s)-5'-fluoro-2-{3-[(5-methoxy-2-methylpyrimidin-4-yl)amino]-1H-indazol-6-yl}spiro[cyclopropane-1,3'-indol]-2'(1'H)-one